2-(biphenyl-4-yl)-4-(4'-cyano-biphenyl-4-yl)-6-(phenanthren-9-yl)-benzoxazole C1(=CC=C(C=C1)C=1OC2=C(N1)C(=CC(=C2)C=2C1=CC=CC=C1C=1C=CC=CC1C2)C2=CC=C(C=C2)C2=CC=C(C=C2)C#N)C2=CC=CC=C2